ClC1=C(C=C(C=C1)[C@@H]1C[C@@H]([C@H]([C@@H]([C@H]1O)O)O)CO)CC1=CC=C(C=C1)OCC (2S,3S,4R,5R,6R)-2-(4-chloro-3-(4-ethoxybenzyl)phenyl)-3,4,5-Trihydroxy-6-(hydroxymethyl)cyclohexane